C(C1=CC=CC=C1)OC(=O)N1CCC(C(C1)C)=O 5-methyl-4-oxo-piperidine-1-carboxylic acid benzyl ester